C1(=CC=CC=C1)COOC(C)(C)C tert-butyl-hydroxy phenyl-methyl ether